NC=1N=NC(=CC1C=1C=NN(C1)C1CCC(CC1)N1CCN(CC1)C=1C=CC=C2C(=NN(C12)C)N1C(NC(CC1)=O)=O)C1=C(C=CC=C1)O 1-[7-[4-[4-[4-[3-amino-6-(2-hydroxyphenyl)pyridazin-4-yl]pyrazol-1-yl]cyclohexyl]piperazin-1-yl]-1-methyl-indazol-3-yl]hexahydropyrimidine-2,4-dione